C(C)(=O)N1CC(C1)NC1=NC=C(C(=N1)C1=CC=C2CN(C(C2=C1)=O)CC(=O)N[C@H](CO)C1=CC(=CC=C1)OC)Cl 2-(6-{2-[(1-acetylazetidin-3-yl)amino]-5-chloropyrimidin-4-yl}-1-oxo-2,3-dihydro-1H-isoindol-2-yl)-N-[(1S)-2-hydroxy-1-(3-methoxyphenyl)ethyl]acetamide